O=C1C[C@](OC2=CC=CC=C12)(C(=O)OC)C#CC=1SC=CC1 methyl (R)-4-oxo-2-(thiophen-2-ylethynyl)chromane-2-carboxylate